BrC=1SC=C(N1)C(=O)NC=1C(=NN(C1)C1CC(C1)OCC)C(F)(F)F 2-bromo-N-(1-((1s,3s)-3-ethoxycyclobutyl)-3-(trifluoromethyl)-1H-pyrazol-4-yl)thiazole-4-carboxamide